ClC=1C=C2CC(CNC2=CC1)NC(OC(C)(C)C)=O tert-butyl 6-chloro-1,2,3,4-tetrahydroquinolin-3-ylcarbamate